OB(C=1SC=CC1C(=O)O)O 2-dihydroxyboryl-3-thiophenecarboxylic acid